CN1C(=NCC2=CC=CC=C12)CC1=NC(CC(N1)=O)C1CCOCC1 2-[(1-methyl-1,4-dihydroquinazolin-2-yl)methyl]-6-(tetrahydro-2H-pyran-4-yl)-5,6-dihydropyrimidin-4(3H)-one